2,2-difluoro-N-((3R,4R)-2-(1-(4-fluorophenyl)-1H-indazol-5-yl)-5,5-dimethyl-1,1-dioxido-3-phenylisothiazolidin-4-yl)propanamide FC(C(=O)N[C@@H]1[C@H](N(S(C1(C)C)(=O)=O)C=1C=C2C=NN(C2=CC1)C1=CC=C(C=C1)F)C1=CC=CC=C1)(C)F